3-((6S,8R)-6-(3-(difluoromethoxy)-5-((1-(3-fluoropropyl)azetidin-3-yl)amino)pyridine-2-yl)-8-methyl-3,6,8,9-tetrahydro-7H-pyrazolo[4,3-f]isoquinolin-7-yl)-2,2-difluoropropan FC(OC=1C(=NC=C(C1)NC1CN(C1)CCCF)[C@H]1N([C@@H](CC2=C3C(=CC=C12)NN=C3)C)CC(C)(F)F)F